ClC=1C(=NC=CC1C1=C(C(=CC=C1)NC1=NC=CC(=C1F)CNCCOC)Cl)C1=CC(=C(CNC[C@@H]2CCC(N2)=O)C=C1)OC (S)-5-(((4-(3-chloro-4-(2-chloro-3-((3-fluoro-4-(((2-methoxyethyl)amino)methyl)pyridin-2-yl)amino)phenyl)pyridin-2-yl)-2-methoxybenzyl)amino)methyl)pyrrolidin-2-one